[K].NC=1C2=C(N=CN1)N(C(=C2C=2C=NC(=CC2)C=2OC(=NN2)C)C2=CC=C(C=C2)NC(C(=C)C)=O)C N-(4-(4-amino-7-methyl-5-(6-(5-methyl-1,3,4-oxadiazol-2-yl)pyridin-3-yl)-7H-pyrrolo[2,3-d]pyrimidin-6-yl)phenyl)methacrylamide potassium